4-{8-methoxy-7-[3-(pyrrolidin-1-yl)propoxy]-5H-pyrido[4,3-b]indol-1-yl}-N-methylpyridin-2-amine COC1=CC=2C3=C(NC2C=C1OCCCN1CCCC1)C=CN=C3C3=CC(=NC=C3)NC